(5Z)-5-[[1-(4-chlorophenyl)pyrazol-4-yl]methylene]thiazolidine-2,4-dione ClC1=CC=C(C=C1)N1N=CC(=C1)\C=C/1\C(NC(S1)=O)=O